3-(5-cyclopropyl-4-(pyridin-2-yl)isoxazol-3-yl)-1-isopropyl-1H-pyrazolo[4,3-C]pyridin-4-amine C1(CC1)C1=C(C(=NO1)C1=NN(C2=C1C(=NC=C2)N)C(C)C)C2=NC=CC=C2